C(C)(C)(C)OC(=O)N1CCC(CC1)(O)CN1C=NC2=C(C1=O)C=C(N2C2=CC=C(C=C2)[C@@H]2CO[C@H](CN2C(=O)OC(C)(C)C)C)Cl tert-Butyl (2S,5R)-5-(4-(3-((1-(tert-butoxycarbonyl)-4-hydroxypiperidin-4-yl)methyl)-6-chloro-4-oxo-3,4-dihydro-7H-pyrrolo[2,3-d]pyrimidin-7-yl)phenyl)-2-methylmorpholine-4-carboxylate